COC=1C=C2CCN3C(C2=CC1C=1N=NN(N1)C)=C(C=C3C(=O)O)C=C(C)C 8-methoxy-9-(2-methyl-2H-tetrazol-5-yl)-1-(2-methylprop-1-en-1-yl)-5,6-dihydropyrrolo[2,1-a]isoquinoline-3-carboxylic acid